3-(4-((8-chloro-[1,2,4]triazolo[4,3-a]pyridin-3-yl)thio)butoxy)-7-methoxy-2-(4-chlorophenyl)-4H-chromen-4-one ClC=1C=2N(C=CC1)C(=NN2)SCCCCOC2=C(OC1=CC(=CC=C1C2=O)OC)C2=CC=C(C=C2)Cl